Cl.C[C@@H]1C[C@H]2[C@@H](NC1)C1=CC=C(C=C1C2)C(F)(F)F |r| rac-cis-(3R,4aR,9bR)-3-methyl-7-(trifluoromethyl)-2,3,4,4a,5,9b-hexahydro-1H-indeno[1,2-b]pyridine hydrochloride